C(#N)C=1C=CC=C2C=CC=C(C12)C=1C(=C2N=C(N=C3C2=C(OC(C2C4CCC(CN32)N4C(=O)[O-])C)N1)SC)F 2-(8-cyanonaphthalen-1-yl)-1-fluoro-5-methyl-12-(methylthio)-5a,6,7,8,9,10-hexahydro-5H-4-oxa-3,10a,11,13,14-pentaaza-6,9-methanonaphtho{1,8-ab}heptalene-14-carboxylate